CC=1N=CSC1C(=O)NC1=NN(C2=C(C=CC=C12)C(F)(F)F)CC1=CC=C(C=C1)C(F)(F)F 4-methyl-N-(7-(trifluoromethyl)-1-(4-(trifluoromethyl)benzyl)-1H-indazol-3-yl)thiazole-5-carboxamide